(2,2-dimethyl-1,3-dioxolan-4-yl)methylamine CC1(OCC(O1)CN)C